2-[4-[4-(1-methoxy-2-methylpropan-2-yl)-N-methylanilino]phenoxy]pyrido[3,4-d]pyrimidin-4-ol COCC(C)(C)C1=CC=C(N(C)C2=CC=C(OC=3N=C(C4=C(N3)C=NC=C4)O)C=C2)C=C1